N-{6-[(3-ethyl-1H-pyrazol-5-yl)amino]-5-methoxy-1,2-benzoxazol-3-yl}-2,6-dimethoxy-4-(1-methyl-1H-pyrazol-3-yl)benzene-1-sulfonamide C(C)C1=NNC(=C1)NC1=CC2=C(C(=NO2)NS(=O)(=O)C2=C(C=C(C=C2OC)C2=NN(C=C2)C)OC)C=C1OC